COC(OC)[SiH2]OOCC dimethoxymethyl-ethyl-dioxysilane